COC=1C(=CC2=CNN=C2C1)C(=O)[O-] 6-methoxy-2H-indazole-5-carboxylate